ClC1=C(C(N(N=C1)COCC[Si](C)(C)C)=O)C(F)(F)F 5-chloro-4-(trifluoromethyl)-2-[2-(trimethylsilyl)ethoxy]methyl-2,3-dihydropyridazin-3-one